3-(3-(methyl-bis(trimethylsiloxy)silyl)propyl)glycerol C[Si](CCCOCC(CO)O)(O[Si](C)(C)C)O[Si](C)(C)C